(5-(3-chlorobenzyl)pyridin-2-yl)-4-methyl-5-oxo-4,5-dihydropyrazine-2-carboxamide ClC=1C=C(CC=2C=CC(=NC2)C2=C(N=CC(N2C)=O)C(=O)N)C=CC1